4-(4-fluorophenyl)isoindole-1,3-dione FC1=CC=C(C=C1)C1=C2C(NC(C2=CC=C1)=O)=O